6-(3-chloro-phenyl)-pyrimidine-4-carboxylic acid (3,5-dimethyl-isoxazol-4-yl)-amide CC1=NOC(=C1NC(=O)C1=NC=NC(=C1)C1=CC(=CC=C1)Cl)C